NC=1C=C(C2=C(C(=CC=C2C1)F)CC)C1=C(C=C2C(=NC(=NC2=C1F)OC[C@]12CCCN2C[C@@H](C1)F)N1CC(CCC1)(O)C(F)F)F 1-(7-(3-Amino-8-ethyl-7-fluoronaphthalen-1-yl)-6,8-difluoro-2-(((2R,7aS)-2-fluorotetrahydro-1H-pyrrolizin-7a(5H)-yl)methoxy)quinazolin-4-yl)-3-(difluoromethyl)piperidin-3-ol